4-fluoro-isoleucine FC([C@@H]([C@H](N)C(=O)O)C)C